The molecule is a pentacyclic triterpenoid that is olean-12-ene substituted by an alpha-hydroxy group at position 3, an alpha-methoxy group at position 11 and a carboxy group at position 28. Isolated from the leaves and twigs of Fatsia polycarpa, it exhibits antibacterial and anti-HBV activities. It has a role as a metabolite, an anti-HBV agent, an antibacterial agent and a plant metabolite. It is a hydroxy monocarboxylic acid, an ether and a pentacyclic triterpenoid. It derives from a hydride of an oleanane. C[C@]12CC[C@H](C([C@@H]1CC[C@@]3([C@@H]2[C@@H](C=C4[C@]3(CC[C@@]5([C@H]4CC(CC5)(C)C)C(=O)O)C)OC)C)(C)C)O